(S)-3-(3-(tert-butoxymethyl)-1-(2-(5,6,7,8-tetrahydro-1,8-naphthyridin-2-yl)ethyl)-1H-pyrazole-4-carboxamido)-3-(3-fluoro-4-methoxyphenyl)propionic acid C(C)(C)(C)OCC1=NN(C=C1C(=O)N[C@@H](CC(=O)O)C1=CC(=C(C=C1)OC)F)CCC1=NC=2NCCCC2C=C1